(3-bromo-5-(trifluoromethyl)phenyl)-2-(4-((6,7-dimethylquinolin-4-yl)oxy)-2-fluorophenyl)-2-oxoacetamide BrC=1C=C(C=C(C1)C(F)(F)F)NC(C(=O)C1=C(C=C(C=C1)OC1=CC=NC2=CC(=C(C=C12)C)C)F)=O